C(=C)C1=NC=C(C=C1Cl)C(F)(F)F 2-vinyl-3-chloro-5-trifluoromethyl-pyridine